3-(bromomethyl)-1,1-difluoro-cyclobutan BrCC1CC(C1)(F)F